Triisopropoxyvanadium(V) oxide [O-2].C(C)(C)O[V+2](OC(C)C)OC(C)C